N-ethyl-2-methylundecan-1-imine oxide C(C)[N+](=CC(CCCCCCCCC)C)[O-]